N-(5-(2,6-Difluoro-4-methoxyphenyl)-1-methyl-2-(4-methyl-6-(1-methylpyridin-4-yl)pyridin-2-yl)-3-oxo-2,3-dihydro-1H-pyrazol-4-yl)-4-(difluoromethoxy)benzamide FC1=C(C(=CC(=C1)OC)F)C1=C(C(N(N1C)C1=NC(=CC(=C1)C)C1=CCN(C=C1)C)=O)NC(C1=CC=C(C=C1)OC(F)F)=O